N-((3-((tert-butyldimethylsilyl)oxy)-1-(5-fluoropyridin-2-yl)cyclobutyl)methyl)-6-chloro-2-(trifluoromethyl)quinolin-4-amine [Si](C)(C)(C(C)(C)C)OC1CC(C1)(C1=NC=C(C=C1)F)CNC1=CC(=NC2=CC=C(C=C12)Cl)C(F)(F)F